5-(3-methoxyphenyl)-1H-pyrazol COC=1C=C(C=CC1)C1=CC=NN1